C(#N)C1=C(CN2C=CC3=CC(=CC=C23)C(=O)OC)C=CC=C1 Methyl 1-(2-cyanobenzyl)-1H-indole-5-carboxylate